2-cyclopropyl-4,6-difluoro-5-iodo-1-methyl-1,3-benzodiazole C1(CC1)C1=NC2=C(N1C)C=C(C(=C2F)I)F